methyl-2-(((2R,4R)-4-(tert-butoxycarbonyl)-1-(3-chloro-2-fluorobenzyl)-2-methylpiperidin-4-yl) methyl)-6-((1-(tert-butyl)-5-methyl-1H-pyrazol-3-yl) amino)-3-fluoroisonicotinate COC(C1=C(C(=NC(=C1)NC1=NN(C(=C1)C)C(C)(C)C)C[C@@]1(C[C@H](N(CC1)CC1=C(C(=CC=C1)Cl)F)C)C(=O)OC(C)(C)C)F)=O